[Na].[K].[K] dipotassium sodium salt